1-(6-(4-(2,3-dimethylphenyl)pyrido[3,2-d]pyrimidin-2-yl)-2,6-diazaspiro[3.4]octan-2-yl)-2-propen-1-one CC1=C(C=CC=C1C)C=1C2=C(N=C(N1)N1CC3(CN(C3)C(C=C)=O)CC1)C=CC=N2